FC1=CC=C(C=C1)C1=NN2C(COCC2)=C1C1=CC(=NC=C1)N 4-(2-(4-fluorophenyl)-6,7-dihydro-4H-pyrazolo[5,1-c][1,4]oxazin-3-yl)pyridin-2-amine